O1CCN(CC1)CCNC1=NNC2=C1C=NC=C2 N-(2-morpholinoethyl)-1H-pyrazolo[4,3-c]pyridin-3-amine